SCCCCSC (mercaptobutylthio)methane